BrC(C)C=1C=C(C(=NC1)C(OC)OC)C(F)(F)F 5-(1-bromoethyl)-2-(dimethoxymethyl)-3-(trifluoromethyl)pyridine